LINALYL ISOBUTYRATE (3,7-dimethylocta-1,6-dien-3-yl isobutanoate) CC(C=C)(CCC=C(C)C)C(C(=O)O)(C)C.C(C(C)C)(=O)OC(C)(C=C)CCC=C(C)C